ClC=1C=C2C(=NC(=NC2=C(C1C1=CC=C(C=2SC(=C(C21)C#N)NC(OC(C)(C)C)=O)F)F)OCC21CCCN1C\C(\C2)=C/F)O tert-butyl (Z)-(4-(6-chloro-8-fluoro-2-((2-(fluoromethylene)tetrahydro-1H-pyrrolizin-7a(5H)-yl)methoxy)-4-hydroxyquinazolin-7-yl)-3-cyano-7-fluorobenzo[b]thiophen-2-yl)carbamate